N,N'-(10,17-dioxo-3,6,21,24-tetraoxa-9,11,16,18-tetraazahexacosane-1,26-diyl)bis(3-(6,8-dichloro-2-methyl-1,2,3,4-tetrahydroisoquinolin-4-yl)benzenesulfonamide) O=C(NCCOCCOCCNS(=O)(=O)C1=CC(=CC=C1)C1CN(CC2=C(C=C(C=C12)Cl)Cl)C)NCCCCNC(NCCOCCOCCNS(=O)(=O)C1=CC(=CC=C1)C1CN(CC2=C(C=C(C=C12)Cl)Cl)C)=O